CN(CCN(C1=CC=C(C=C1)NC=1N=CC2=C(N1)N=C(C=C2C#C[Si](C(C)C)(C(C)C)C(C)C)N(C)C)C)C N2-(4-{[2-(dimethylamino)ethyl](methyl)amino}phenyl)-N7,N7-dimethyl-5-[2-(triisopropylsilyl)ethynyl]pyrido[2,3-d]pyrimidine-2,7-diamine